indium gallium zirconium [Zr].[Ga].[In]